C(#N)C=1C=C2C=3C=C(C=CC3N(C2=CC1)C1=CC=C(C=C1)C(F)(F)F)C(=O)NC 6-cyano-N-methyl-9-[4-(trifluoromethyl)phenyl]-9H-carbazole-3-carboxamide